2-(2-((4-(methylthio)phenyl)amino)phenyl)ethane-1-ol CSC1=CC=C(C=C1)NC1=C(C=CC=C1)CCO